FC1=NC=C(C=C1C=1N=NN(C1)CC=1N=C2N(C=C(C=C2)CNCC23CC(C2)(C3)F)C1)N1CCCC1 1-(2-((4-(2-fluoro-5-(pyrrolidin-1-yl)pyridin-3-yl)-1H-1,2,3-triazol-1-yl)Methyl)imidazo[1,2-a]pyridin-6-yl)-N-((3-fluorobicyclo[1.1.1]pentan-1-yl)methyl)methanamine